[3-(Trimethoxysilyl)propyl]octadecyldimethylammonium chlorid [Cl-].CO[Si](CCC[N+](C)(C)CCCCCCCCCCCCCCCCCC)(OC)OC